Benzyl (4R)-4-((3R,10S,13R)-3-(((chloromethoxy)carbonyl)oxy)-10,13-dimethylhexadecahydro-1H-cyclopenta[a]phenanthren-17-yl)pentanoate ClCOC(=O)O[C@@H]1CC[C@@]2(C3CC[C@@]4(C(CCC4C3CCC2C1)[C@@H](CCC(=O)OCC1=CC=CC=C1)C)C)C